ClC1=C(C=C(C=C1)B(O)O)OC (4-chloro-3-methoxyphenyl)boronic acid